C(C)(C)(C)OC(=O)N1C[C@@H](OCC1)CC1=C(N=C2N1C=CC(=C2)C)C2=C(C=C(C=C2F)N2N=NC=C2)F (S)-2-((2-(2,6-difluoro-4-(1H-1,2,3-triazol-1-yl)phenyl)-7-methylimidazo[1,2-a]pyridin-3-yl)methyl)morpholine-4-carboxylic acid tert-butyl ester